ON1C(CC(CC1(C)C)N1C(C(CC1=O)CCCCCCCCCCCC)=O)(C)C N-(1-Oxyl-2,2,6,6-Tetramethylpiperidin-4-yl)-dodecylsuccinimide